8-(2,2-difluorovinyl)-2-trifluoromethyl-2H-benzopyran-3-carboxylic acid FC(=CC1=CC=CC=2C=C(C(OC21)C(F)(F)F)C(=O)O)F